(3R)-4-amino-N-((2S,3R)-3-hydroxy-2-butanyl)-3-methyl-N-((5-(trifluoromethyl)-2-pyridinyl)methyl)-1,3-dihydrofuro[3,4-c]quinoline-8-carboxamide NC1=NC=2C=CC(=CC2C2=C1[C@H](OC2)C)C(=O)N(CC2=NC=C(C=C2)C(F)(F)F)[C@@H](C)[C@@H](C)O